COC1=C(C=CC(=C1)C(=O)OC)NS(=O)(=O)N1C[C@H]2[C@@H](C1)CN(C2)C(=O)OC(C)(C)C tert-butyl (3aR,6aS)-5-(N-(2-methoxy-4-(methoxycarbonyl)phenyl)-sulfamoyl)hexahydropyrrolo[3,4-c]pyrrole-2(1H)-carboxylate